4-(cyano(4-fluorophenyl)methylene)-N,N-dimethylpiperidine-1-carboxamide C(#N)C(=C1CCN(CC1)C(=O)N(C)C)C1=CC=C(C=C1)F